FC1=CC=C(C=C1)N1CC2(C1)CN(CC2)C2=C(C(N(C1=CC=CC=C21)C)=O)C#N 4-[2-(4-Fluorophenyl)-2,6-diazaspiro[3.4]oct-6-yl]-1-methyl-2-oxo-1,2-dihydroquinoline-3-carbonitrile